(2,2,6,6-tetramethyltetrahydro-2H-pyran-4-yl)methyl (4S,7R)-4-(3-hydroxyphenyl)-7-(2-methoxyphenyl)-2-methyl-5-oxo-1,4,5,6,7,8-hexahydroquinoline-3-carboxylate OC=1C=C(C=CC1)[C@@H]1C(=C(NC=2C[C@H](CC(C12)=O)C1=C(C=CC=C1)OC)C)C(=O)OCC1CC(OC(C1)(C)C)(C)C